NCC1=NNC(C2=CC=C(C=C12)C=1C=NN(C1C1=C(C2=C(OC[C@H]3N2CCC3)C(=C1F)Cl)C#N)C([2H])([2H])[2H])=O (S)-8-(4-(4-(aminomethyl)-1-oxo-1,2-dihydrophthalazin-6-yl)-1-(methyl-d3)-1H-pyrazol-5-yl)-6-chloro-7-fluoro-2,3,3a,4-tetrahydro-1H-benzo[b]pyrrolo[1,2-d][1,4]oxazine-9-carbonitrile